C(#N)C1=C(C2=C(N(C(N(C2=O)C(C(=O)OC(C)(C)C)(C)C)=O)CC(OC2CCOCC2)C2=C(C=CC(=C2)F)OC)S1)C Tert-butyl 2-(6-cyano-1-(2-(5-fluoro-2-methoxyphenyl)-2-((tetrahydro-2H-pyran-4-yl) oxy) ethyl)-5-methyl-2,4-dioxo-1,2-dihydrothieno[2,3-d]pyrimidin-3(4H)-yl)-2-methylpropanoate